NCC#CC1=CC=C(N1)C#CCCCCCCN 8-(5-(3-aminoprop-1-yn-1-yl)-1H-pyrrol-2-yl)oct-7-yn-1-amine